C(C1CO1)OCCC[SiH2]C(OC)OC 3-glycidyloxypropyl-(dimethoxy)methylsilane